C(C=C)(=O)N1C[C@@H](N(C[C@H]1C)C=1C2=C(N(C(N1)=O)C=1C(=NC=CC1C)C(C)C)N=C(C(=C2)C#N)C2=C(C(=CC=C2)C)OC)C ((2S,5R)-4-acryloyl-2,5-dimethylpiperazin-1-yl)-1-(2-isopropyl-4-methylpyridin-3-yl)-7-(2-methoxy-3-methylphenyl)-2-oxo-1,2-dihydropyrido[2,3-d]pyrimidine-6-carbonitrile